(S)-2-(4-iodo-1-methyl-1H-pyrazole-5-carboxamido)-N1-(1-(2-(2-adamantylamino)-2-oxoethyl)-2-oxo-1,2-dihydropyridin-3-yl)-N6-methyl-5-oxohexanediamide IC=1C=NN(C1C(=O)N[C@H](C(=O)NC=1C(N(C=CC1)CC(=O)NC1C2CC3CC(CC1C3)C2)=O)CCC(C(=O)NC)=O)C